[Ag+].[Au+] Gold(I)-Silver